ClC1=C(C(=CC=C1)OC)S(=O)(C)=NC1=C(N=C2N1C=CC(=C2)C2=NOC(=N2)C(F)(F)Cl)C (2-chloro-6-methoxyphenyl)((7-(5-(chlorodifluoromethyl)-1,2,4-oxadiazol-3-yl)-2-methylimidazo[1,2-a]pyridin-3-yl)imino)(methyl)-λ6-sulfanone